N-[[6-(1H-benzimidazole-4-carbonyl)-6-azaspiro[2.5]octan-2-yl]methyl]furo[2,3-c]pyridine-2-carboxamide N1C=NC2=C1C=CC=C2C(=O)N2CCC1(C(C1)CNC(=O)C1=CC=3C(=CN=CC3)O1)CC2